3-(6-(9-(1-(4-nitrophenyl)piperidin-4-yl)-3,9-diazaspiro[5.5]undecan-3-yl)-1-oxophthalazin-2(1H)-yl)piperidine-2,6-dione [N+](=O)([O-])C1=CC=C(C=C1)N1CCC(CC1)N1CCC2(CCN(CC2)C=2C=C3C=NN(C(C3=CC2)=O)C2C(NC(CC2)=O)=O)CC1